CC=1C=C(C=C(C(=O)OCCC)C#N)C=CC1 n-propyl 3-methyl-α-cyanocinnamate